Cl.ClC=1C=C2CC3(CCNCC3)C(C2=CC1)=O 5-chlorospiro[indene-2,4'-piperidin]-1(3H)-one hydrochloride salt